di(5-hexenyl)dichlorosilane C(CCCC=C)[Si](Cl)(Cl)CCCCC=C